NC1=C(C=C(C=N1)C=1C=NC=CC1)O[C@H](C)C=1C=C(C=CC1)NC(C1=CC(=C(C=C1)C)N(C)C)=O (R)-N-(3-(1-((6-Amino-[3,3-bipyridin]-5-yl)oxy)ethyl)phenyl)-3-(dimethylamino)-4-methylbenzamid